2-(4-(piperidin-3-ylamino)pyrrolo[1,2-d][1,2,4]triazin-1-yl)-5-(trifluoromethyl)phenol trifluoroacetic acid salt FC(C(=O)O)(F)F.N1CC(CCC1)NC1=NN=C(C=2N1C=CC2)C2=C(C=C(C=C2)C(F)(F)F)O